C1(OC(=C)O1)=O 2-vinylidene carbonate